FC1=C(C(=CC=C1)OC)C1=NCC2=C(C3=C1C=C(C=C3)C=3OC=CC3)N=CN=C2 7-(2-fluoro-6-methoxyphenyl)-9-(2-furyl)-5H-pyrimido[5,4-d][2]benzazepin